C1(=CC=CC=C1)C(C(C)S(=O)(=O)O)C(C(=O)O)CCC(=O)O 2-(1-phenyl-2-sulfopropyl)glutaric acid